CC1=NN(C2=CC=CC=C12)C1=NC=C(C=N1)C(=O)O 2-(3-methyl-1H-indazol-1-yl)pyrimidine-5-carboxylic acid